N-[(4-carbamoylphenyl)methyl]-7-(3,4-dichlorobenzoyl)-2-(4-methoxyphenyl)-3-oxo-6,8-dihydro-5H-imidazo[1,5-a]pyrazine-1-carboxamide C(N)(=O)C1=CC=C(C=C1)CNC(=O)C=1N(C(N2C1CN(CC2)C(C2=CC(=C(C=C2)Cl)Cl)=O)=O)C2=CC=C(C=C2)OC